C1(=CC=CC=C1)OC(C=C)=O.[K].[Si](C)(C)(C(C)(C)C)OC(C)C=1C=CC(=NC1)CCO 2-(5-(1-((tert-butyldimethylsilyl)oxy)ethyl)pyridin-2-yl)ethan-1-ol potassium phenylacrylate